5-(morpholinomethyl)-[2,3'-bipyridine]-4',6'-diamine O1CCN(CC1)CC=1C=CC(=NC1)C=1C=NC(=CC1N)N